({3,5-bis[(4-methoxyphenyl)methoxy]pyridine-2-yl}methyl)[(2-fluoro-3-nitrophenyl)methyl]amine COC1=CC=C(C=C1)COC=1C(=NC=C(C1)OCC1=CC=C(C=C1)OC)CNCC1=C(C(=CC=C1)[N+](=O)[O-])F